C(#N)C1=C(C=CC=C1)C=1C=C(CN(C1)C1=CC=CC=C1)C1=NC=CC=C1 5'-(2-cyanophenyl)-1'-phenyl-2,3'-bipyridyl